2,2-bis[4-(4-citraconimidophenoxy)phenyl]propane C1(C(C)=CC(N1C1=CC=C(OC2=CC=C(C=C2)C(C)(C)C2=CC=C(C=C2)OC2=CC=C(C=C2)N2C(C(C)=CC2=O)=O)C=C1)=O)=O